8-bromo-2-fluoro-1-(methoxy-d3)naphthalene BrC=1C=CC=C2C=CC(=C(C12)OC([2H])([2H])[2H])F